FC(C(C(C(F)(F)F)(F)F)(F)F)(O)F Perfluoro-1-butanol